N-(6-amino-6-iminohexyl)-1-methyl-4-(1-methyl-4-nitro-1H-pyrrole-2-carboxamido)-1H-pyrrole-2-carboxamide NC(CCCCCNC(=O)C=1N(C=C(C1)NC(=O)C=1N(C=C(C1)[N+](=O)[O-])C)C)=N